[5-(1,3-dioxolan-2-yl)pentyl]magnesium chloride O1C(OCC1)CCCCC[Mg]Cl